N1(C=NC=C1)C(=O)OC1CCC(C2=CC=CC=C12)OC(=O)N1C=NC=C1 1,2,3,4-tetrahydronaphthalene-1,4-diyl bis(1H-imidazole-1-carboxylate)